C1(=CC=CC=C1)C1=NOC2(C1CCC2)O 3-phenyl-3a,4,5,6-tetrahydrocyclopenta[d]isoxazol-6a-ol